2-(4-hydroxy-2-(7-hydroxy-1-methyl-1H-pyrrolo[2,3-c]pyridine-3-carbonyl)phenyl)-N-methylethane-1-sulfonamide OC1=CC(=C(C=C1)CCS(=O)(=O)NC)C(=O)C1=CN(C2=C(N=CC=C21)O)C